3'-chloro-2''-(4-(dibenzo[b,d]furan-2-yl)-6-phenyl-1,3,5-triazin-2-yl)-[1,1':4',1''-terphenyl]-4-carbonitrile ClC=1C=C(C=CC1C1=C(C=CC=C1)C1=NC(=NC(=N1)C1=CC2=C(OC3=C2C=CC=C3)C=C1)C1=CC=CC=C1)C1=CC=C(C=C1)C#N